1,3-diphenyl-2-butene C1(=CC=CC=C1)CC=C(C)C1=CC=CC=C1